CNCCN(CC1=C(N=C(S1)C)C1=CC=C(C=C1)OC)C N,N'-dimethyl-N'-(2-methyl-4-(4-methoxyphenyl)thiazol-5-yl-methyl)ethylenediamine